(S)-5-(((S)-1-((5-(6-azaspiro[3.5]nonan-2-yloxy)-2-methylbenzyl)amino)-1-oxo-4-phenylbutan-2-yl)amino)-4-(((benzyloxy)carbonyl)amino)-5-oxopentanoic acid C1C(CC12CNCCC2)OC=2C=CC(=C(CNC([C@H](CCC1=CC=CC=C1)NC([C@H](CCC(=O)O)NC(=O)OCC1=CC=CC=C1)=O)=O)C2)C